((((bicyclo[1.1.1]pentane-1,3-diylbis(methylene)) bis(oxy)) bis(ethane-2,1-diyl)) bis(oxy)) diacetate C(C)(=O)OOCCOCC12CC(C1)(C2)COCCOOC(C)=O